N[C@@H]1CN(CC1)C1=C(C=NC=C1C1=NC2=C(N1)C=CC=C2F)C=2C=C(C#N)C=C(C2)F 3-{4-[(3S)-3-aminopyrrolidin-1-yl]-5-(4-fluoro-1H-1,3-benzodiazol-2-yl)pyridin-3-yl}-5-fluorobenzonitrile